COC=1C=C2C(=C3C(=NC2=CC1OC)CCCCCC3)NC3CCN(CC3)CCO 2-[4-({2,3-dimethoxy-6H,7H,8H,9H,10H,11H-cycloocta[b]quinolin-12-yl}amino)piperidin-1-yl]ethan-1-ol